CC=CC(=O)C1=NNC(=C1)C 3,5-dimethylpropenoylpyrazole